ClC=1C2=CN(N=C2C=CC1C1=NNC2=NC(=CN=C21)N2C[C@@H]1[C@]([C@@H]1CC2)(C2=NOC=C2)CN)C ((1S,6R,7S)-3-(3-(4-chloro-2-methyl-2H-indazol-5-yl)-1H-pyrazolo[3,4-b]pyrazin-6-yl)-7-(isoxazol-3-yl)-3-azabicyclo[4.1.0]heptan-7-yl)methanamine